C(CCCCCCCCCCCCCCC)NC(=O)C1=CC=C(O1)C(=O)[O-] 5-(hexadecylcarbamoyl)furan-2-carboxylate